Cl.Cl.Cl.N[C@@H]1CN(C[C@@H](C1)C)C1=C(C=NC=C1)NC(=O)C=1C(=C(C(=CC1)F)C1=C(C=C(C=C1F)OCCN(C)C)F)F N-(4-((3S,5R)-3-amino-5-methylpiperidin-1-yl)pyridin-3-yl)-4'-(2-(dimethylamino)ethoxy)-2,2',6,6'-tetrafluoro-[1,1'-biphenyl]-3-carboxamide trihydrochloride